[Mg+2].P([O-])([O-])([O-])=O.P([O-])([O-])([O-])=O.[Mg+2].[Mg+2] phosphoric acid-magnesium salt